2,8-Dimethyl-6-(1H-pyrazol-3-ylmethyl)-6,8-dihydro-3-thia-1,5,6,8-tetraaza-cyclopenta[a]inden-7-one CC1=NC2=C(C=3C=NN(C(C3N2C)=O)CC2=NNC=C2)S1